ClC1=C(C(=NN1C1=CC=NC=C1)C1=NOC(=C1)C)C=O 5-Chloro-3-(5-methylisoxazol-3-yl)-1-(pyridin-4-yl)-1H-pyrazole-4-carbaldehyde